N-(1,1-dioxidobenzo[b]thiophen-6-yl)-2-(4-fluorophenyl)acrylamide O=S1(C2=C(C=C1)C=CC(=C2)NC(C(=C)C2=CC=C(C=C2)F)=O)=O